NC(C(=O)O)C(C=O)O 2-amino-3-hydroxy-4-oxo-butyric acid